2-[(2E)-2-(aminomethyl)-3-fluoroprop-2-en-1-yl]-4-{[5-(1-ethyl-1H-pyrazol-4-yl)-1-benzothien-2-yl]methyl}-2,4-dihydro-3H-1,2,4-triazol-3-one NC/C(/CN1N=CN(C1=O)CC=1SC2=C(C1)C=C(C=C2)C=2C=NN(C2)CC)=C\F